guanidino(thio)urea N(C(=N)N)SNC(=O)N